1,1-dimethylpiperidinium chloride [Cl-].C[N+]1(CCCCC1)C